N-ethylpyrimidin-2-carbonyl-amine C(C)NC(=O)C1=NC=CC=N1